Phosphoric acid mono-{2-cyano-6-oxo-1-propyl-8-[1-(3-trifluoromethyl-benzyl)-1H-pyrazol-4-yl]-1,6-dihydro-purin-7-ylmethyl} ester C(#N)C=1N(C(C=2N(C(=NC2N1)C=1C=NN(C1)CC1=CC(=CC=C1)C(F)(F)F)COP(O)(O)=O)=O)CCC